5-(2,8-dimethylimidazo[1,2-b]pyridazin-6-yl)-3-fluoro-pyridin-2-amine CC=1N=C2N(N=C(C=C2C)C=2C=C(C(=NC2)N)F)C1